ClC=1C=C(C=CC1Cl)C1=CC=C2CC(C(C2=C1)NC(O[C@@H]1CN2CCC1CC2)=O)(C)C (S)-quinuclidin-3-yl (6-(3,4-dichlorophenyl)-2,2-dimethyl-2,3-dihydro-1H-inden-1-yl)carbamate